[Ba].C(C)(=O)C1=CC=C(C(=O)O)C=C1 4-acetyl-benzoic acid barium